3-([1,1'-biphenyl]-4-yloxy)-4,5-dimethoxybenzaldehyde C1(=CC=C(C=C1)OC=1C=C(C=O)C=C(C1OC)OC)C1=CC=CC=C1